OC1=NC(=C(C=O)C=C1Cl)OC 6-Hydroxy-2-methoxy-5-chloronicotinaldehyde